C1(CC1)CC=1NC(C2=C(N1)NC=C2I)=O (cyclopropylmethyl)-5-iodo-3,7-dihydro-4H-pyrrolo[2,3-d]pyrimidin-4-one